((1-hydroxy-3-oxocyclohexyl)methyl)-1H-benzo[d]imidazole-6-carbonitrile OC1(CC(CCC1)=O)CN1C=NC2=C1C=C(C=C2)C#N